ClCC1=C(C=CC(=C1F)OC)N1N=CN=C1 1-[2-(chloromethyl)-3-fluoro-4-methoxy-phenyl]-1,2,4-triazole